C1(=CC=CC=C1)C=1C=C(C(=NC1)CO)N1C[C@H](CC1)OC1=NC=C(C=C1)C(F)(F)F (S)-(5-phenyl-3-(3-(5-(trifluoromethyl)pyridin-2-yloxy)pyrrolidin-1-yl)pyridin-2-yl)methanol